4-chloro-7-methyl-8,9-dihydropyrido[3',2':4,5]pyrrolo[1,2-a]pyrazin-6(7H)-one ClC1=CC=NC2=C1C=C1N2CCN(C1=O)C